FC=1C(=C(C=CC1F)[C@@H]1[C@H](O[C@@]([C@@H]1C)(C(F)(F)F)C)C(=O)NC1=CC(=NC=N1)C(=O)N)OC 6-[[(2S,3R,4R,5S)-3-(3,4-Difluoro-2-methoxy-phenyl)-4,5-dimethyl-5-(trifluoromethyl)tetrahydrofuran-2-carbonyl]amino]pyrimidin-4-carboxamid